1-propenoylpiperazine C(C=C)(=O)N1CCNCC1